NCC(O)C1=NC=CC=C1 2-amino-1-(2-pyridyl)ethanol